2-(phenethylamino)propanoate C(CC1=CC=CC=C1)NC(C(=O)[O-])C